1-(6-bromo-2-methoxyquinolin-3-yl)-4-(dimethylamino)-2-(naphthalen-1-yl)-1-phenyl-butan-2-ol BrC=1C=C2C=C(C(=NC2=CC1)OC)C(C(CCN(C)C)(O)C1=CC=CC2=CC=CC=C12)C1=CC=CC=C1